C(#N)C=1C=CC(=C(C1)C1=CC(=NC=C1C(=O)NC=1SC2=C(N1)CN(C2)C(=O)C2CC(C2)C#N)C)OC 4-(5-Cyano-2-methoxyphenyl)-N-(5-((1s,3s)-3-cyanocyclobutane-1-carbonyl)-5,6-dihydro-4H-pyrrolo[3,4-d]thiazol-2-yl)-6-methylnicotinamide